tertbutyl 3-aminoazetidine-1-carboxylate hydrochloride Cl.NC1CN(C1)C(=O)OC(C)(C)C